(Azodicarbonyl)-di-piperidine N(=NC(=O)N1CCCCC1)C(=O)N1CCCCC1